2-(1H-pyrazol-4-yl)-9H-pyrrolo[2,3-b:4,5-c']dipyridine N1N=CC(=C1)C1=CC=C2C(=N1)NC1=C2C=NC=C1